[Cl].C(=C)C1=C(C=CC=C1)C=C divinylbenzene chlorine